5-ethynyl-7-(imidazol-1-yl)-N-[4-(4-methylpiperazin-1-yl)phenyl]pyrido[2,3-d]pyrimidin-2-amine C(#C)C1=CC(=NC=2N=C(N=CC21)NC2=CC=C(C=C2)N2CCN(CC2)C)N2C=NC=C2